FC1=CC=C(COC=2C=CC3=C(C(=C(O3)C)C(=O)O)C2)C=C1 5-((4-fluorobenzyl)oxy)-2-methylbenzofuran-3-carboxylic acid